[2,2]bicyclooctane C1C(CCCCCC1)C1CCCCCCC1